iron trioxide [O-2].[O-2].[O-2].[Fe+6]